6,6a,7,8-Tetrahydro-5-sila-5H-dibenzo[c,f]quinolizine C1=CC=CC=2[SiH2]CC3CCC4=C(N3C21)C=CC=C4